3-methoxy-6-methyl-5H-[1,3]dioxolo[4',5':5,6]indeno[1,2-c]isoquinoline-5,12(6H)-dione COC1=CC=C2C3=C(N(C(C2=C1)=O)C)C=1C=C2C(=CC1C3=O)OCO2